BrC=1C=CC(=C(C(=O)C2=CC=C(C=C2)I)C1)Cl 5-bromo-2-chloro-4'-iodobenzophenone